BrC=1C=C2C(=NNC(C2=CC1)=O)CO 6-bromo-4-(hydroxymethyl)-2H-phthalazin-1-one